4-methoxy-5-(oxazolidin-4-yl)-2H-indazole-7-carboxylic acid COC=1C2=CNN=C2C(=CC1C1NCOC1)C(=O)O